ClC=1C=C(NC2(CCC3(C(=CC4=CC=CC=C34)C3=CC=C(C=C3)OC=3C=NC=CC3)CC2)C(=O)O)C=CC1 (1s,4s)-4-(3-chloroanilino)-2'-{4-[(pyridin-3-yl)oxy]phenyl}spiro[cyclohexane-1,1'-indene]-4-carboxylic acid